4'-((1,3-phenylenebis(methylene))bis(azamethylene))bis(pentan-2-one) C1(=CC(=CC=C1)CNCCCC(C)=O)CNCCCC(C)=O